(2S,4R)-N-(6-bromopyridin-2-yl)-4-fluoro-1-(2-(5-(2-methylpyrimidin-5-yl)-3-sulfamoyl-1H-indol-1-yl)acetyl)pyrrolidine-2-carboxamide BrC1=CC=CC(=N1)NC(=O)[C@H]1N(C[C@@H](C1)F)C(CN1C=C(C2=CC(=CC=C12)C=1C=NC(=NC1)C)S(N)(=O)=O)=O